CC1=CC(=C2N=C(C=NC2=C1)N1CCCCC1)[C@@H](C)NC1=C(C(=O)O)C=CC=C1 2-[(1R)-1-[7-methyl-3-(piperidin-1-yl)quinoxalin-5-yl]ethyl]aminobenzoic acid